2-hydroxyl-2-methylpropan OC(C)(C)C